ClC1=C(C=C2C(=NC(N3C2=C1SC[C@H](C3)NC3=NC=CC=N3)=O)N3C[C@@H](N[C@@H](C3)C)C)C(F)(F)F (S)-11-chloro-8-((3S,5R)-3,5-dimethylpiperazin-1-yl)-3-(pyrimidin-2-ylamino)-10-(trifluoromethyl)-3,4-dihydro-2H,6H-[1,4]thiazepino[2,3,4-ij]quinazolin-6-one